4-((1R,5S)-3,8-diazabicyclo[3.2.1]octan-3-yl)-8-fluoro-2-(2-(1-methyl-1H-imidazol-2-yl)ethoxy)-7-(5-methyl-1H-indazol-4-yl)pyrido[4,3-d]pyrimidine [C@H]12CN(C[C@H](CC1)N2)C=2C1=C(N=C(N2)OCCC=2N(C=CN2)C)C(=C(N=C1)C1=C2C=NNC2=CC=C1C)F